o-{(β-(dimethylamino)ethyl)aminocarbonyl}benzoic acid CN(CCNC(=O)C1=C(C(=O)O)C=CC=C1)C